[(2E)-cyclooct-2-en-1-yl] (4-nitrophenyl) carbonate C(OC1\C=C\CCCCC1)(OC1=CC=C(C=C1)[N+](=O)[O-])=O